C(CCCCCCCCCCCCCCCCCCC)(=O)OCC(O)CO glyceryl monoarachidate